(1R,2R)-2-fluoro-N-(6-(2-((6-((S)-1-hydroxybutyl)-4-methylpyridin-3-yl)amino)pyridin-3-yl)pyrimidin-4-yl)cyclopropane-1-carboxamide F[C@H]1[C@H](C1)C(=O)NC1=NC=NC(=C1)C=1C(=NC=CC1)NC=1C=NC(=CC1C)[C@H](CCC)O